4-(3-bromophenyl)-2-methoxypyridine BrC=1C=C(C=CC1)C1=CC(=NC=C1)OC